C1(CC1)C1(CC(=NC(=C1)CC1=CC(=CC=C1)OCCO)C(=O)NC)C(=O)N 4-cyclopropyl-6-(3-(2-hydroxyethoxy)benzyl)-N2-methylpyridine-2,4-dicarboxamide